1-(5-(3-((5-cyano-4-(4-fluorophenyl)thiazol-2-yl)(methyl)amino)-2-ethylimidazo[1,2-a]pyridin-6-yl)pyrimidin-2-yl)-N-(1-(hydroxylmethyl)cyclopropyl)azetidine-3-carboxamide C(#N)C1=C(N=C(S1)N(C1=C(N=C2N1C=C(C=C2)C=2C=NC(=NC2)N2CC(C2)C(=O)NC2(CC2)CO)CC)C)C2=CC=C(C=C2)F